C[C@@H]1CN(CCO1)C=1C=CC=2N(N1)C(=CN2)C=2C=C1C(=NC2)NN=C1C (R)-2-methyl-4-(3-(3-methyl-1H-pyrazolo[3,4-b]pyridin-5-yl)imidazo[1,2-b]pyridazin-6-yl)morpholine